Ethyl 2-((2-((tert-butoxycarbonyl) amino)ethyl)(methyl)amino)acetate C(C)(C)(C)OC(=O)NCCN(CC(=O)OCC)C